C(CCCCCCCCCCC)(=O)N(CC(=O)O)C lauroyl-methyl-glycine